8-(4-(5'-(4-chloro-3-fluorophenyl)-3,3-dimethyl-5',6'-dihydrospiro[cyclobutane-1,7'-pyrrolo[2,3-b]pyrazine]-2'-carbonyl)-3,3-dimethylpiperazin-1-yl)-8-oxooctanoic acid methyl ester COC(CCCCCCC(=O)N1CC(N(CC1)C(=O)C=1N=C2C(=NC1)N(CC21CC(C1)(C)C)C1=CC(=C(C=C1)Cl)F)(C)C)=O